Isopropyl-(S)-N-(2-(pyridin-3-ylmethoxy)-4-(2-bromo-3-phenylbenzyloxy)-5-chlorobenzyl)serinat C(C)(C)OC([C@@H](NCC1=C(C=C(C(=C1)Cl)OCC1=C(C(=CC=C1)C1=CC=CC=C1)Br)OCC=1C=NC=CC1)CO)=O